Cl.NCC=1C=C(C=CC1)C=1C(=C2C(=NC(=NN2C1)C=1N(C=CN1)C)NC1CC(C1)OC)C1=CC=CC=C1 (3-(aminomethyl)phenyl)-N-((1r,3r)-3-methoxycyclobutyl)-2-(1-methyl-1H-imidazol-2-yl)-5-phenylpyrrolo[2,1-F][1,2,4]triazin-4-amine hydrochloride